OC=1C=C(C(=O)[C@@H]2[C@]3(N(C[C@@H]2C2=C(C=CC=C2)OC)C)C(C2=CC=CC4=CC=CC3=C24)=O)C=CC1O (1R,3'S,4'S)-3'-(3,4-dihydroxybenzoyl)-4'-(2-methoxyphenyl)-1'-methyl-2H-spiro[acenaphthylene-1,2'-pyrrolidin]-2-one